FC=1C=C2C=NN(C2=CC1N)C=1C=C(C=CC1)C 5-fluoro-1-(m-tolyl)-1H-indazol-6-amine